C(C)N1C[C@@H]([C@H](CC1)NC(=O)C1=CC(=CC=2N(C=NC21)CC(F)(F)F)C#CCNC2=C(C=C(C=C2)S(=O)(=O)C)C(F)(F)F)C N-[(3S,4S)-1-ethyl-3-methyl-4-piperidyl]-6-{3-[4-mesyl-2-(trifluoromethyl)phenylamino]-1-propynyl}-1-(2,2,2-trifluoroethyl)-1H-1,3-benzimidazole-4-carboxamide